5-(3-((1H-pyrazolo[3,4-b]pyridin-5-yl)ethynyl)-2-fluoro-6-hydroxyphenyl)-1,2,5-thiadiazolidin-3-one 1,1-dioxide N1N=CC=2C1=NC=C(C2)C#CC=2C(=C(C(=CC2)O)N2CC(NS2(=O)=O)=O)F